5-bromo-2-(trifluoromethyl)thiazole-4-carboxylic acid ethyl ester C(C)OC(=O)C=1N=C(SC1Br)C(F)(F)F